pyrimido[4,5-d]pyrimidine-2,4(1H,3H)-dione N1C(NC(C=2C1=NC=NC2)=O)=O